NC=1C2=C(N=CN1)N(C(=C2C2=CC=C(C=C2)S(NC2C(CCC2)OC)(=O)=O)C2=CC=C(C=C2)NC(C(=C)C)=O)C N-(4-(4-amino-5-(4-(N-(2-methoxycyclopentyl)sulfamoyl)phenyl)-7-methyl-7H-pyrrolo[2,3-d]pyrimidin-6-yl)phenyl)methacrylamide